ClC1=C(C(=C(C=C1OC)OC)Cl)C1=CC2=C(N=C(N=C2)NC)N(C1=O)CCN1C[C@@H](CCC1)NC(OC(C)(C)C)=O (R)-tert-butyl (1-(2-(6-(2,6-dichloro-3,5-dimethoxyphenyl)-2-(methyl-amino)-7-oxopyrido[2,3-d]pyrimidin-8(7H)-yl)ethyl)piperidin-3-yl)carbamate